1-(3-(aminomethyl)-5-chlorophenyl)-3-((2-(2,6-dioxopiperidin-3-yl)-1-oxoisoindolin-5-yl)methyl)urea NCC=1C=C(C=C(C1)Cl)NC(=O)NCC=1C=C2CN(C(C2=CC1)=O)C1C(NC(CC1)=O)=O